di(2-tetradecenyl)amine oxide C(C=CCCCCCCCCCCC)[NH+](CC=CCCCCCCCCCCC)[O-]